Cl.ClC1=CC(=C(COC=2C(=NC=C(C2)F)N2CCNCC2)C=C1)F ((4-chloro-2-fluorobenzyl)oxy)-5-fluoro-2-(piperazin-1-yl)pyridine hydrochloride